methyl (R)-9-((2-((tert-butoxycarbonyl)amino)propyl)amino)-3-methoxythieno[3,2-f]quinoxaline-8-carboxylate C(C)(C)(C)OC(=O)N[C@@H](CNC1=C(SC2=C1C=1N=CC(=NC1C=C2)OC)C(=O)OC)C